N-(benzo[d]isoxazol-3-yl)-2,4-dichlorobenzenesulfonamide O1N=C(C2=C1C=CC=C2)NS(=O)(=O)C2=C(C=C(C=C2)Cl)Cl